3-(2,4-Dimethoxybenzyl)-8,8-dimethyl-11-(((tetrahydro-2H-pyran-4-yl)oxy)methyl)-7,10-dihydro-8H-pyrano[3'',4'':5',6']pyrido[3',2':4,5]thieno[3,2-d]pyrimidin-4(3H)-one COC1=C(CN2C=NC3=C(C2=O)SC2=C3C(=C3C(=N2)CC(OC3)(C)C)COC3CCOCC3)C=CC(=C1)OC